r-bis(diphenylphosphino)ferrocene palladium [Pd].C1(=CC=CC=C1)P(C1=CC=CC=C1)[C-]1C=CC=C1.[C-]1(C=CC=C1)P(C1=CC=CC=C1)C1=CC=CC=C1.[Fe+2]